C(C)(C)C=1C(NNC(C1)=O)=O 4-isopropyl-1,2-dihydropyridazine-3,6-dione